N12C[C@H](C(CC1)CC2)NC(=O)C2=C(C=CC(=N2)C=2C(=NC=CC2)OCC)N2[C@H](C[C@H](CC2)OC2=C(C=C(C=C2)C(F)(F)F)C#N)CC N-[(3S)-1-azabicyclo[2.2.2]octan-3-yl]-5-{cis-4-[2-cyano-4-(trifluoromethyl)phenoxy]-2-ethylpiperidin-1-yl}-2'-ethoxy-[2,3'-bipyridine]-6-carboxamide